1-((1H-Pyrazol-4-yl)methyl)-3-(4-((4-phenylthiazol-2-yl)amino)phenyl)urea N1N=CC(=C1)CNC(=O)NC1=CC=C(C=C1)NC=1SC=C(N1)C1=CC=CC=C1